FC1(CCC(CC1)NC(=O)N1C(=NC(=C1)C)OC1=CC=CC=C1)F N-(4,4-Difluorocyclohexyl)-4-methyl-2-phenoxy-1H-imidazole-1-carboxamide